methyl (S)-2-(benzylthio)-1-(oxetan-2-ylmethyl)-1H-benzo[d]imidazole-6-carboxylate C(C1=CC=CC=C1)SC1=NC2=C(N1C[C@H]1OCC1)C=C(C=C2)C(=O)OC